CCCCCCCC[C@@H](/C=C/CCCCCCC(=O)[O-])O The molecule is an unsaturated fatty acid anion that is the conjugate base of (8E,10S)-10-hydroxy-8-octadecenoic acid, obtained by deprotonation of the carboxy group. It is a hydroxy fatty acid anion, a long-chain fatty acid anion and an unsaturated fatty acid anion. It is a conjugate base of an (8E,10S)-10-hydroxy-8-octadecenoic acid.